Isopropyl-3-azabicyclo[3.2.1]Octane-3-carboxylic acid tert-butyl ester C(C)(C)(C)OC(=O)N1CC2(CCC(C1)C2)C(C)C